C1(CCCC1)N1N=CC2=C(N=C(N=C12)C1=CC=C(C(=O)O)C=C1)NCC1=CC=C(C=C1)F p-(1-cyclopentyl-4-{[(p-fluorophenyl)methyl]amino}-1H-1,2,5,7-tetraazainden-6-yl)benzoic acid